ClC1=C(C=C(C(=O)NC2(CCC2)C2=CC=C(C=C2)NC(=O)C2=CC(=CC=C2)Cl)C=C1)F 4-chloro-N-(1-{4-[(3-chlorobenzene-1-carbonyl)amino]phenyl}cyclobutyl)-3-fluorobenzamide